C(CCCCCCCCCC)O 1-undecyl alcohol